C1NC(CC12CCCCC2)C(=O)N[C@H](C(=O)OC)C[C@H]2C(NC(C2)(C)C)=O methyl (2S)-2-(2-azaspiro[4.5]decane-3-carbonylamino)-3-[(3R)-5,5-dimethyl-2-oxo-pyrrolidin-3-yl]propanoate